N-methyl-3-[(benzo[d][1,3]dioxol-4-yl)oxy]-3-[4-((3-pyrrolidin-1-yl)propoxy)phenyl]propanamine oxalate C(C(=O)O)(=O)O.CNCCC(C1=CC=C(C=C1)OCCCN1CCCC1)OC1=CC=CC=2OCOC21